C(C)(C)(C)O[C@H]1[C@@H](C[C@H]2N(CCC3=CC(=C(C=C23)OC)OC[C@@H](C)O)C1)O (2R,3R,11bR)-3-(tert-butoxy)-9-((R)-2-hydroxypropoxy)-10-methoxy-1,3,4,6,7,11b-hexahydro-2H-pyrido[2,1-a]isoquinolin-2-ol